O1C(C1CS)CS 3-oxirandimethanethiol